imidazo[4,5-c]quinolin-7-yl trifluoromethanesulfonate FC(S(=O)(=O)OC=1C=CC=2C3=C(C=NC2C1)N=CN3)(F)F